4-[3-(Trimethoxysilyl)propyl]morpholin palladium-platinum-copper-ruthenium [Ru].[Cu].[Pt].[Pd].CO[Si](CCCN1CCOCC1)(OC)OC